(4-amino-1-piperidyl)-[1-(4-methoxyphenyl)cyclopropyl]methanone NC1CCN(CC1)C(=O)C1(CC1)C1=CC=C(C=C1)OC